[4-[(3R,4S)-3-hydroxypiperidine-4-carbonyl]piperazin-1-yl]-[2-methyl-4-[[3-[1-methyl-3-(trifluoromethyl)pyrazol-4-yl]imidazo[1,2-a]pyrazin-8-yl]amino]phenyl]methanone O[C@H]1CNCC[C@@H]1C(=O)N1CCN(CC1)C(=O)C1=C(C=C(C=C1)NC=1C=2N(C=CN1)C(=CN2)C=2C(=NN(C2)C)C(F)(F)F)C